5-isopropyl-1-phenyl-1H-pyrazole-4-carboxylic acid C(C)(C)C1=C(C=NN1C1=CC=CC=C1)C(=O)O